FC(CNC=1C=2N(N=C(C1)C=1C(NC(NC1)=O)=O)C=CN2)F 5-(8-((2,2-difluoroethyl)amino)imidazo[1,2-b]pyridazin-6-yl)pyrimidine-2,4(1H,3H)-dione